tert-butyl 4-chloro-3-(2-methyl-6-{[(1r,4r)-4-(trifluoromethyl)cyclohexyl]-oxy}pyrimidin-4-yl)-1H-pyrrolo[3,2-c]pyridine-1-carboxylate ClC1=NC=CC2=C1C(=CN2C(=O)OC(C)(C)C)C2=NC(=NC(=C2)OC2CCC(CC2)C(F)(F)F)C